[N+](=O)(OCC(=O)C1=CC=CC=C1)[O-] phenacyl nitrate